(trans)-4-[[2-[[1-hydroxy-7-(trifluoromethyl)-3H-2,1-benzoxaborol-5-yl]amino]-5-methyl-pyrimidin-4-yl]amino]tetrahydrofuran-3-carbonitrile OB1OCC2=C1C(=CC(=C2)NC2=NC=C(C(=N2)N[C@H]2[C@@H](COC2)C#N)C)C(F)(F)F